C1(=CC=CC=C1)[S@@](=O)N (R)-Benzenesulfinamide